4-(7-fluoroimidazo[1,2-a]pyridin-3-yl)-7-[[5-[(2R)-2-(hydroxymeth-yl)morpholin-4-yl]-2-pyridyl]amino]isoindolin-1-one FC1=CC=2N(C=C1)C(=CN2)C2=C1CNC(C1=C(C=C2)NC2=NC=C(C=C2)N2C[C@@H](OCC2)CO)=O